C(C1=CC=CC=C1)O[C@@H]1[C@H](N(C[C@@H]([C@H]1OCC1=CC=CC=C1)OCC1=CC=CC=C1)CC1CCC(CC1)C(C)(C)F)C (2r,3r,4r,5s)-3,4,5-tris(benzyloxy)-1-(((1r,4r)-4-(2-fluoroprop-2-yl)cyclohexyl)methyl)-2-methylpiperidine